N1(CCOCC1)CCCN=C=S 3-(4-morpholinyl)propyl isothiocyanate